imidazolyl selenone N1C(=NC=C1)[Se](=O)(=O)C=1NC=CN1